4-(decyloxy)benzaldehyde C(CCCCCCCCC)OC1=CC=C(C=O)C=C1